C(C)(C)N1N=CC(=C1)C=1C=C(C=CC1)N(C(=O)[C@@H]1CC[C@H](CC1)CNC(OCCO)=O)C[C@@H]1CC[C@H](CC1)C1=CC(=C(C=C1)OC)C 2-Hydroxyethyl (((trans)-4-((3-(1-isopropyl-1H-pyrazol-4-yl)phenyl)(((trans)-4-(4-methoxy-3-methylphenyl)cyclohexyl)methyl)carbamoyl) cyclohexyl)methyl)carbamate